C(C1=CC=CC=C1)NC1=NC=NC2=CC(=CC=C12)C1[C@H]([C@@H]([C@H](O1)CO)O)F (2R,3R,4S)-5-[4-(benzylamino)quinazolin-7-yl]-4-fluoro-2-(hydroxymethyl)oxolane-3-ol